C(C1=CC=CC=C1)OC1=CC(=C(C(=C1N(C(C(F)(F)F)=O)CC(=O)OC)F)C[C@@H](CC=C)NC(=O)OC(C)(C)C)Br methyl {[6-(benzyloxy)-4-bromo-3-{(2R)-2-[(tert-butoxycarbonyl)amino]pent-4-en-1-yl}-2-fluorophenyl](trifluoroacetyl)amino}acetate